7-((2R,3R,4R,5S)-3,4-bis((tert-Butyldimethylsilyl)oxy)-5-((((1-methyl-2,4-diphenyl-1H-imidazol-5-yl)methyl)thio)methyl)tetrahydrofuran-2-yl)-7H-pyrrolo[2,3-d]pyrimidin-4-amine [Si](C)(C)(C(C)(C)C)O[C@H]1[C@@H](O[C@@H]([C@H]1O[Si](C)(C)C(C)(C)C)CSCC1=C(N=C(N1C)C1=CC=CC=C1)C1=CC=CC=C1)N1C=CC2=C1N=CN=C2N